5-(4-bromo-2-fluoro-phenoxy)-4-methyl-thiazole BrC1=CC(=C(OC2=C(N=CS2)C)C=C1)F